phosphoramidothiate P([O-])([O-])(N)=S